5-chloro-N-(2,4-difluoro-3-{8-fluoro-2-[(1-isopropylpiperidin-4-yl)amino]quinazolin-6-yl}phenyl)-3-hydroxy-2,3-dihydro-1-benzofuran-7-sulfonamide ClC=1C=C(C2=C(C(CO2)O)C1)S(=O)(=O)NC1=C(C(=C(C=C1)F)C=1C=C2C=NC(=NC2=C(C1)F)NC1CCN(CC1)C(C)C)F